nonafluorohexyltriethoxysilane CCO[Si](CCC(C(C(C(F)(F)F)(F)F)(F)F)(F)F)(OCC)OCC